2-ethyl-N-(2-ethylhexyl)-N-((3-(naphthalen-2-yl)-1H-pyrazol-1-yl)methyl)hexane-1-amine C(C)C(CN(CN1N=C(C=C1)C1=CC2=CC=CC=C2C=C1)CC(CCCC)CC)CCCC